CC1(O[C@@H](CN(C1)C1=C(C(=O)NC2=CC(=NC=C2)S(N)(=O)=O)C=C(C=N1)C(F)(F)F)C(F)(F)F)C (S)-2-(2,2-dimethyl-6-(trifluoromethyl)-morpholino)-N-(2-sulfamoylpyridin-4-yl)-5-(trifluoromethyl)nicotinamide